C1(CCCC2CC(CCC12)=O)=O octahydronaphthalene-1,6-dione